4-butyl-2-methyl-5-formyl-1H-pyrrole-3-carboxylic acid methyl ester COC(=O)C1=C(NC(=C1CCCC)C=O)C